C1(CCCCC1)[Se]C cyclohexylmethylselenide